(Z)-2-(2,6-dioxopiperidin-3-yl)-5-(5-(4-(4-(1-(4-hydroxyphenyl)-2-phenylbut-1-en-1-yl)phenoxy)butyl)hexahydro-pyrrolo[3,4-c]pyrrol-2(1H)-yl)isoindoline-1,3-dione O=C1NC(CCC1N1C(C2=CC=C(C=C2C1=O)N1CC2CN(CC2C1)CCCCOC1=CC=C(C=C1)\C(=C(\CC)/C1=CC=CC=C1)\C1=CC=C(C=C1)O)=O)=O